COC1=C(N)C(=CC=C1)OC 2,6-dimethoxy-aniline